C1(=CC=CC=C1)N(C(CCC)=O)CCN1CCN(CC1)CCC=1SC=CC1 N-phenyl-N-(2-(4-(2-(thiophen-2-yl)ethyl)piperazin-1-yl)ethyl)butanamide